({3-[5-(1,3-dioxolan-2-yl)pyridin-2-yl]-2-methoxyphenyl}amino)-N-ethyl-8-(methylamino)imidazo[1,2-b]pyridazine-3-carboxamide O1C(OCC1)C=1C=CC(=NC1)C=1C(=C(C=CC1)NC=1N=C2N(N=CC=C2NC)C1C(=O)NCC)OC